ClC=1C=C2C(=NC(=NC2=C(C1C1=CC(=CC2=CC=C(C(=C12)CC)F)O)F)OC[C@@]/1(CN(CC\C1=C/F)C)C)N1C[C@@](CCC1)(O)C (3R)-1-(6-chloro-7-(8-ethyl-7-fluoro-3-hydroxynaphthalen-1-yl)-8-fluoro-2-(((S,E)-4-(Fluoromethylene)-1,3-dimethylpiperidin-3-yl)methoxy)quinazolin-4-yl)-3-methylpiperidin-3-ol